methyl 4-[2-[2-[2-[2-[2-[2-[2-[2-[2-[bis(tert-butoxycarbonyl)amino]ethoxy]ethoxy]ethoxy]ethoxy]ethoxy]ethoxy]ethoxy]ethoxy]ethoxy]benzoate C(C)(C)(C)OC(=O)N(CCOCCOCCOCCOCCOCCOCCOCCOCCOC1=CC=C(C(=O)OC)C=C1)C(=O)OC(C)(C)C